ClC1=CC=C(C(=N1)C(=O)NS(=O)(=O)C)N[C@H](C)C=1C=C(C=C2C(N(C(=NC12)C=1C=NC(=CC1)N1CC2CCC(C1)C2O)C)=O)C 6-chloro-3-(((1R)-1-(2-(6-(8-hydroxy-3-azabicyclo[3.2.1]octan-3-yl)pyridin-3-yl)-3,6-dimethyl-4-oxo-3,4-dihydroquinazolin-8-yl)ethyl)amino)-N-(methylsulfonyl)picolinamide